[Na+].N1CCC(CC1)C1=CC=C(C=C1)N1C(=C(C=C1)S(N)(=O)=O)C(=O)[O-] 1-[4-(Piperidin-4-yl)phenyl]-3-sulfamoyl-1H-pyrrole-2-carboxylic acid, sodium salt